(R)-3-((1-(2-(benzofuran-2-yl)-3,6-dimethyl-4-oxo-3,4-dihydroquinazolin-8-yl)ethyl)amino)-6-chloropicolinic acid O1C(=CC2=C1C=CC=C2)C2=NC1=C(C=C(C=C1C(N2C)=O)C)[C@@H](C)NC=2C(=NC(=CC2)Cl)C(=O)O